FC(C1=C(C=C(C=C1I)CC(=O)O)I)F 4-(difluoromethyl)-3,5-diiodo-phenylacetic acid